BrC1=NC=C(C(=C1)N1C(C(=C(C=C1C)OC([2H])([2H])C1=NC=C(C=C1F)C)Cl)=O)C 2'-bromo-3-chloro-4-[(3-fluoro-5-methylpyridin-2-yl)(2H2)methoxy]-5',6-dimethyl-[1,4'-bipyridine]-2-one